FC=1C=C(C=CC1B1OC(C(O1)(C)C)(C)C)NC(C(=C)C)=O N-(3-fluoro-4-(4,4,5,5-tetramethyl-1,3,2-dioxaborolan-2-yl)phenyl)methacrylamide